CC1=C(C(=C(O)C=C1)OC)O methyl-methoxyresorcinol